[Cl-].C(CCCCCCCCCCCCCCCCC)(=O)OC(COP(=O)(OCCC#N)OCC[N+](CCC)(CCC)CCC)COC(CCCCCCCCCCCCCCCCC)=O N-(2-(((2,3-Bis(stearoyloxy)propoxy)(2-cyanoethoxy)phosphoryl)oxy)ethyl)-N,N-dipropylpropan-1-aminium Chloride